N1(CCNCCC1)CC(C)(O)C 1-(1,4-diazepan-1-yl)-2-methylpropan-2-ol